4,4'-diamino-3,3'-dicarboxybiphenyl NC1=C(C=C(C=C1)C1=CC(=C(C=C1)N)C(=O)O)C(=O)O